FC1=CC(=C(C=C1)C1=CC=C(C=C1)C1(CC1)C(=O)O)S(NC=1C=NC=2CCNC(C2C1)=O)(=O)=O 1-(4'-fluoro-2'-(N-(5-oxo-5,6,7,8-tetrahydro-1,6-naphthyridin-3-yl)sulfamoyl)-[1,1'-biphenyl]-4-yl)cyclopropane-1-carboxylic acid